(1R,6S)-6-((S)-5-Chloro-6-fluoro-2-phenyl-2-((S)-pyrrolidin-2-yl)-2,3-dihydrobenzofuran-4-yl)-7-fluoro-1-hydroxy-N-methyl-2,3-dihydro-1H-indene-5-carboxamide ClC=1C(=CC2=C(C[C@@](O2)([C@H]2NCCC2)C2=CC=CC=C2)C1C1=C(C=C2CC[C@H](C2=C1F)O)C(=O)NC)F